C(#N)C1=C(C=C(C=C1C)CC1=CC(=C(C(=C1)C)C#N)C)C bis(4-cyano-3,5-dimethylphenyl)methane